5-(2-((4-(Tert-butyl)benzyl)amino)pyridin-4-yl)-1H-indazol-3-amine C(C)(C)(C)C1=CC=C(CNC2=NC=CC(=C2)C=2C=C3C(=NNC3=CC2)N)C=C1